trans-5-[[4-[(3S)-3-(3-cyano-5-fluoro-4-methyl-phenyl)isoxazolidine-2-carbonyl]cyclohexyl]methyl]-4-methyl-pyridine-3-carbonitrile C(#N)C=1C=C(C=C(C1C)F)[C@H]1N(OCC1)C(=O)[C@@H]1CC[C@H](CC1)CC=1C(=C(C=NC1)C#N)C